N-(5-(3-butyl-4-oxo-3,4-dihydro-quinazolin-6-yl)pyridin-2-yl)butanamide C(CCC)N1C=NC2=CC=C(C=C2C1=O)C=1C=CC(=NC1)NC(CCC)=O